2-(4-chlorobenzamido)-4-(4-tert-butylaminopiperidin-1-yl)quinoline hydrochloride salt Cl.ClC1=CC=C(C(=O)NC2=NC3=CC=CC=C3C(=C2)N2CCC(CC2)NC(C)(C)C)C=C1